C(C)(C)(C)C1CC(CC1)[Si](OC)(OC)C1CC(CC1)C(C)(C)C bis(3-tertiary-butylcyclopentyl)dimethoxysilane